ClC1=CC=C(C=N1)CNC(=O)C1CN(C(C1)=O)C1CCC1 N-[(6-chloropyridin-3-yl)methyl]-1-cyclobutyl-5-oxopyrrolidine-3-carboxamid